L-4-mercaptobenzenesulfonic acid SC1=CC=C(C=C1)S(=O)(=O)O